CN1N=CC(=N1)C=1C=C(C=CC1)NC(CC(C)=O)=O N-(3-(2-methyl-2H-1,2,3-triazol-4-yl)phenyl)-3-oxobutanamide